2-methyl-4-(3-pyridyloxy)aniline disodium valerate C(CCCC)(=O)[O-].[Na+].[Na+].CC1=C(N)C=CC(=C1)OC=1C=NC=CC1.C(CCCC)(=O)[O-]